FC1=C(C=CC(=C1)F)C=1C2=C(N=C(N1)[C@H]1C[C@@H](OCC1)C1=CC(=NC=C1)C)N=C(C(=C2)C)C 4-(2,4-difluorophenyl)-6,7-dimethyl-2-((2R,4R)-2-(2-methyl-4-pyridinyl)tetrahydro-2H-pyran-4-yl)pyrido[2,3-d]pyrimidine